BrC(C=1C=C(C=CC1)C=1C=NN(C1)C(F)F)([2H])[2H] 4-(3-(bromomethyl-d2)phenyl)-1-(difluoromethyl)-1H-pyrazole